3-Bromopropionic acid BrCCC(=O)O